N-Benzyl-N-methyl-5-[[(3S)-1-[2-oxo-2-[(2S,4S)-2-cyano-4-fluoro-pyrrolidin-1-yl]ethyl]pyrrolidin-3-yl]amino]chinolin-8-carboxamid C(C1=CC=CC=C1)N(C(=O)C=1C=CC(=C2C=CC=NC12)N[C@@H]1CN(CC1)CC(N1[C@@H](C[C@@H](C1)F)C#N)=O)C